C1(=CC=CC=C1)C(O)C1CC2(C1)CCC2 phenyl(spiro[3.3]heptan-2-yl)methanol